tert-butyl 3-(2-(4-methoxybenzyl)-3-oxo-7-(trifluoromethyl)-isoindolin-5-yl)azetidine-1-carboxylate COC1=CC=C(CN2CC3=C(C=C(C=C3C2=O)C2CN(C2)C(=O)OC(C)(C)C)C(F)(F)F)C=C1